FC(C(O)C=1N(C=C(N1)CC1=C(C=NC=C1)C)COCC[Si](C)(C)C)(F)F 2,2,2-Trifluoro-1-(4-((3-methylpyridin-4-yl)methyl)-1-((2-(trimethylsilyl)ethoxy)methyl)-1H-imidazol-2-yl)ethan-1-ol